FC(OC1=CC(=NN1)NC1=CN=CC(=N1)O[C@H]1C[C@H](N(CCC1)C(=O)OC(C)(C)C)C)F tert-butyl (2R,4R)-4-((6-((5-(difluoromethoxy)-1H-pyrazol-3-yl)amino)pyrazin-2-yl)oxy)-2-methylazepane-1-carboxylate